ClC=1C(=CC2=C(C[C@](O2)(C2=CC=CC=C2)CNCCOC)C1C1=C(C(=O)N)C=CC(=C1F)OC(F)F)F 2-((2s,4s)-5-chloro-6-fluoro-2-(((2-methoxyethyl)amino)methyl)-2-phenyl-2,3-dihydrobenzofuran-4-yl)-4-(difluoromethoxy)-3-fluorobenzamide